6-[(Dimethylamino)methyl]-N-(2-{8-methyl-1H,2H,3H-pyrido[2,3-b][1,4]oxazin-7-yl}-[1,3]thiazolo[5,4-c]pyridin-6-yl)-5-(morpholin-4-yl)pyridin-2-amine CN(C)CC1=C(C=CC(=N1)NC1=CC2=C(C=N1)SC(=N2)C2=C(C1=C(OCCN1)N=C2)C)N2CCOCC2